BrC1=C2C(N(C(=NC2=CC=C1)[C@@H](CCC)N1CCN(C[C@@H](C1)CO)C)CC)=O Bromo-3-ethyl-2-((R)-1-((S)-6-(hydroxymethyl)-4-methyl-1,4-diazepan-1-yl)butyl)quinazolin-4(3H)-one